SCCC[Si](OCC)(OCC)C (3-mercaptopropyl)-methyl-diethoxysilane